(Z)-6-bromo-N'-(4-((tert-butyldimethylsilyl)oxy)-2-ethylphenyl)-4-(cyclopentylamino)pyrrolo-[1,2-b]pyridazine-3-carboximidamide BrC=1C=C2N(N=CC(=C2NC2CCCC2)/C(/N)=N/C2=C(C=C(C=C2)O[Si](C)(C)C(C)(C)C)CC)C1